OC1C(=C(C(C(C1CC=C(CCC=C(CCC=C(C)C)C)C)C)=O)OC)OC 4-hydroxy-2,3-dimethoxy-6-methyl-5-(3,7,11-trimethyldodeca-2,6,10-trienyl)cyclohex-2-enone